NCCCCCC(=O)NC[C@@H]([C@H]([C@@H]([C@@H](CO)O)O)O)O 6-amino-N-((2s,3r,4r,5r)-2,3,4,5,6-pentahydroxyhexyl)hexanamide